(S)-1-(1-(3-chlorophenyl)-2-hydroxyethyl)-3-(1-(2-(cyclopropylamino)pyrimidin-4-yl)-1H-pyrazol-4-yl)urea ClC=1C=C(C=CC1)[C@@H](CO)NC(=O)NC=1C=NN(C1)C1=NC(=NC=C1)NC1CC1